ClC1=CC=2N(N=C1)C(=CN2)C#CC=2C=C(C(=O)NC1=NC=CC=C1)C=CC2C 3-(2-{7-Chloroimidazo[1,2-b]pyridazin-3-yl}ethynyl)-4-methyl-N-(pyridin-2-yl)benzamide